(3-methyl-1H-indazol-5-yl)-[rac-(7R,9aR)-7-(3-chloro-4-fluorophenyl)-1,3,4,6,7,8,9,9a-octahydropyrido[1,2-a]pyrazin-2-yl]methanone CC1=NNC2=CC=C(C=C12)C(=O)N1C[C@@H]2N(CC1)C[C@H](CC2)C2=CC(=C(C=C2)F)Cl |r|